ClC=1C(=C(C=CC1)NC1=C(NC2=C1C(NCC2)=O)C2=C(C=NC=C2)C#C[C@@]2(NCCC2)C)OC (R)-3-((3-chloro-2-methoxyphenyl)amino)-2-(3-((2-methylpyrrolidin-2-yl)ethynyl)pyridin-4-yl)-1,5,6,7-tetrahydro-4H-pyrrolo[3,2-c]pyridin-4-one